CC1OC2=C(C(NC1)=O)C=CC(=C2)OC2CCN(CC2)CC(C(F)(F)F)O 2-methyl-8-[[1-(3,3,3-trifluoro-2-hydroxy-propyl)-4-piperidinyl]oxy]-2,3-dihydro-1,4-benzoxazepin-5-one